NCC=1C=C(C[C@H](N)C(=O)O)C=CC1 3-Aminomethyl-L-phenylalanine